(3S)-7-bromo-6-chloro-5-(2,6-difluorophenyl)-3-methyl-1,3-dihydro-1,4-benzodiazepine-2-One BrC=1C=CC2=C(C(=N[C@H](C(N2)=O)C)C2=C(C=CC=C2F)F)C1Cl